CN1C(C2=C(C(=C1)C=1C=C(C=CC1OC1COCCC1)NS(=O)(=O)CC)C=CN2)=O N-[3-(6-methyl-7-oxo-6,7-dihydro-1H-pyrrolo[2,3-c]pyridin-4-yl)-4-(tetrahydro-2H-pyran-3-yloxy)phenyl]ethanesulfonamide